C(CCC)OC(=C)C1=C(C(=O)OC)C=C(C(=C1)C(=O)OC)NC dimethyl 2-(1-butoxyvinyl)-5-(methylamino)terephthalate